2-acetamido-N-(5-cyanopyridin-2-yl)benzamide C(C)(=O)NC1=C(C(=O)NC2=NC=C(C=C2)C#N)C=CC=C1